ClC1=NC=CC(=N1)C1=NC2=C(N1C)C=CC=C2 (2-chloropyrimidin-4-yl)-1-methyl-1H-benzo[d]imidazole